ammonium bisulphite S([O-])(O)=O.[NH4+]